C(=C)C1=C(C=CC=C1)B(O)O 2-VINYLPHENYLBORONIC ACID